6-[(2R)-2-aminopropyl]-2-chloro-5-fluoro-N-[(furan-2-yl)methyl]-7-methyl-7H-pyrrolo[2,3-d]pyrimidin-4-amine hydrochloride Cl.N[C@@H](CC1=C(C2=C(N=C(N=C2NCC=2OC=CC2)Cl)N1C)F)C